N-((1r,4r)-4-((2,2-difluoropropyl)amino)cyclohexyl)-4-(1-methyl-1H-imidazol-5-yl)thiazole-2-carboxamide FC(CNC1CCC(CC1)NC(=O)C=1SC=C(N1)C1=CN=CN1C)(C)F